[O-]P(=O)([O-])[O-].[O-]P(=O)([O-])[O-].[Zn+2].[Zn+2].[Zn+2] 2,2-(1,2-ethenediyldi-4,1-phenylene)bisbenzoxazole